C(C)(C)(C)OC(=O)N1CCC=2C(=CN=CC2C1)C(=O)O 7-tert-butoxycarbonyl-6,8-dihydro-5H-2,7-naphthyridine-4-carboxylic acid